chloro-5',8'-dimethyl-5',8'-dihydro-6'H-spiro[cyclopropane-1,7'-pteridine]-6'-one ClC1=NC=2N(C3(C(N(C2C=N1)C)=O)CC3)C